(E)-4-(Dimethylamino)-N-(2-(4-hydroxy-2-methylbenzoyl)isoindolin-4-yl)but-2-enamide CN(C/C=C/C(=O)NC1=C2CN(CC2=CC=C1)C(C1=C(C=C(C=C1)O)C)=O)C